(tert-butyl)-L-aspartic acid C(C)(C)(C)N[C@@H](CC(=O)O)C(=O)O